1-cyclopropyl-6-[4-(2-tetrahydropyran-4-yloxyethoxy)phenoxy]indazole-5-carboxamide C1(CC1)N1N=CC2=CC(=C(C=C12)OC1=CC=C(C=C1)OCCOC1CCOCC1)C(=O)N